[5-[4-(3-carbamoyl-4-chloro-phenyl)pyrazol-1-yl]-1-methyl-4-(trifluoromethyl)pyrazol-3-yl]1,1,1,2,3,3,3-heptafluoropropane-2-sulfonate C(N)(=O)C=1C=C(C=CC1Cl)C=1C=NN(C1)C1=C(C(=NN1C)OS(=O)(=O)C(C(F)(F)F)(C(F)(F)F)F)C(F)(F)F